5-acetyl-1-methyl-4,5,6,7-tetrahydro-1H-imidazo[4,5-c]Pyridine-2-carboxylic acid C(C)(=O)N1CC2=C(CC1)N(C(=N2)C(=O)O)C